ClC=1C(=NC=C(C1)C(F)(F)F)N1CC2CCC(C1)N2C(=O)OC(C)(C)C tert-butyl 3-(3-chloro-5-(trifluoromethyl)pyridin-2-yl)-3,8-diazabicyclo[3.2.1]octane-8-carboxylate